6-bromo-7-{[1-(2-fluorophenyl)-1H-pyrazol-4-yl]methyl}-5-[2-(trifluoromethyl)pyrimidin-5-yl]-7H-pyrrolo[2,3-d]pyrimidin-4-amine BrC1=C(C2=C(N=CN=C2N)N1CC=1C=NN(C1)C1=C(C=CC=C1)F)C=1C=NC(=NC1)C(F)(F)F